C1(CCCCC1)CCN1C[C@@H](C([C@@H](C1)O)O)O (3s,4r,5r)-1-(2-cyclohexylethyl)piperidine-3,4,5-triol